N-(4,6-dichloro-2',3',4',5',6'-pentafluoro-[1,1'-biphenyl]-3-yl)methanesulfonamide ClC1=C(C=C(C(=C1)Cl)C1=C(C(=C(C(=C1F)F)F)F)F)NS(=O)(=O)C